C[Si](C1=C(C=CC=C1)C1=C(C=CC=C1)[Si](C1=CC=CC=C1)(C1=CC=CC=C1)OO[Si](C1=CC=CC=C1)(C1=CC=CC=C1)C1=C(C=CC=C1)C1=C(C=CC=C1)[Si](C)(C)C)(C)C 2-trimethylsilylphenyltriphenylsilyl peroxide